C(C)NC(=O)N1[C@H]([C@]2(CCOC(N2)=O)C(CC1)(F)F)CO[C@@H]1CC[C@@H](CC1)C1=CC=CC=C1 (6R,7R)-N-ethyl-11,11-difluoro-2-oxo-7-({[(cis)-4-phenylcyclohexyl]oxy}methyl)-3-oxa-1,8-diazaspiro[5.5]undecane-8-carboxamide